OC(CN1N=C(C(=C1)NC(=O)C=1C=NN2C1N=CC=C2)C2=CN=CN2C)(C)C N-(1-(2-hydroxy-2-methylpropyl)-3-(1-methyl-1H-imidazol-5-yl)-1H-pyrazol-4-yl)pyrazolo[1,5-a]pyrimidine-3-carboxamide